4-{[(2R,7aS)-2-fluoro-hexahydropyrrolizin-7a-yl]methoxy}-6-[(6RS)-6-[(tert-butyldiphenylsilyl)oxy]-6-methyl-1,4-oxazepan-4-yl]-N-hydroxy-1,3,5-triazine-2-carboximidamide F[C@@H]1C[C@@]2(CCCN2C1)COC1=NC(=NC(=N1)N1CCOC[C@](C1)(C)O[Si](C1=CC=CC=C1)(C1=CC=CC=C1)C(C)(C)C)C(NO)=N |&1:22|